1-[5-chloro-3-(4-chlorophenyl)-2-(6-cyano-3-pyridyl)pyrazolo[1,5-a]pyrimidin-7-yl]-3-methyl-azetidine-3-carboxamide ClC1=NC=2N(C(=C1)N1CC(C1)(C(=O)N)C)N=C(C2C2=CC=C(C=C2)Cl)C=2C=NC(=CC2)C#N